1-(4-{[4-(2,3-dimethylquinoxalin-6-yl)-5-fluoropyrimidin-2-yl]amino}phenyl)-3-cyclopropylurea CC1=NC2=CC=C(C=C2N=C1C)C1=NC(=NC=C1F)NC1=CC=C(C=C1)NC(=O)NC1CC1